N1=CC=CC=2CN(CCC12)C(C=C)=O 7,8-dihydro-1,6-naphthyridin-6(5H)-yl-prop-2-en-1-one